OC1(CCC1)CN1C(N(CC12CCC(CC2)(C2=CC=CC=C2)NC)CCC(=O)NC2COC2)=O 3-[1-[(1-Hydroxy-cyclobutyl)-methyl]-8-methylamino-2-oxo-8-phenyl-1,3-diazaspiro[4.5]decan-3-yl]-N-(oxetan-3-yl)-propionamide